FC(C(=O)O)(F)F.NC=1C(=NC(=CN1)C=1C=NN(C1)CC(C)(C)O)C=1C=CC(N(N1)C1=CC(=CC(=C1)OC)OC)=O 6-(3-amino-6-(1-(2-hydroxy-2-methylpropyl)-1H-pyrazol-4-yl)pyrazin-2-yl)-2-(3,5-dimethoxyphenyl)pyridazin-3(2H)-one 2,2,2-trifluoroacetate salt